FC1=CC=C(C=C1)C12CC3(CC(CC(C1)C3)C2)C(=O)O 3-(4-Fluoro-phenyl)-adamantane-1-carboxylic acid